1,4,4-trimethyl-2,3-diazabicyclo-[3.2.2]-non-2-ene-2,3-dioxide CC12[N+](=[N+](C(C(CC1)CC2)(C)C)[O-])[O-]